3-BROMO-1,7-NAPHTHYRIDINE BrC=1C=NC2=CN=CC=C2C1